5-amino-N-(5-(4-(trifluoromethyl)phenethoxy)-1H-indol-3-yl)-1H-pyrrolo[3,2-b]pyridine-1-carboxamide NC1=CC=C2C(=N1)C=CN2C(=O)NC2=CNC1=CC=C(C=C21)OCCC2=CC=C(C=C2)C(F)(F)F